CS(=O)(=O)C1=NC=CC(=N1)C1CCN(CC1)C(=O)OC(C)(C)C tert-Butyl 4-(2-(methylsulfonyl)pyrimidin-4-yl)piperidine-1-carboxylate